6-(4-(4H-1,2,4-triazol-3-yl)phenyl)-1-(2-(piperidin-1-yl)ethyl)-1H-imidazo[4,5-b]pyrazin N=1N=C(NC1)C1=CC=C(C=C1)C1=CN=C2C(=N1)N(C=N2)CCN2CCCCC2